(2E)-4-(dimethylamino)-N-[4-fluoro-3-({2-[(1-methyl-1H-pyrazol-4-yl)amino]-5-(2-phenylethynyl)pyrimidin-4-yl}amino)phenyl]but-2-enamide CN(C/C=C/C(=O)NC1=CC(=C(C=C1)F)NC1=NC(=NC=C1C#CC1=CC=CC=C1)NC=1C=NN(C1)C)C